3-{4-[4-(2,2,2-trifluoroethyl)piperazin-1-yl]-1H-pyrazol-1-yl}bicyclo[1.1.1]pentan-1-amine FC(CN1CCN(CC1)C=1C=NN(C1)C12CC(C1)(C2)N)(F)F